2-[4-(4,6-bis-{2-hydroxy-4-[1-(6-methyl-heptyloxycarbonyl)-ethoxy]-phenyl}-[1,3,5]triazin-2-yl)-3-hydroxy-phenoxy]-propionic acid 6-methyl-heptyl ester CC(CCCCCOC(C(C)OC1=CC(=C(C=C1)C1=NC(=NC(=N1)C1=C(C=C(C=C1)OC(C)C(=O)OCCCCCC(C)C)O)C1=C(C=C(C=C1)OC(C)C(=O)OCCCCCC(C)C)O)O)=O)C